5-amino-3-(2-(4-(2-fluoro-4-(pyrrolidin-3-yloxy)phenyl)piperazin-1-yl)ethyl)-8-(furan-2-yl)thiazolo[5,4-e][1,2,4]triazolo[1,5-c]pyrimidin-2(3H)-one NC1=NC2=C(C=3N1N=C(N3)C=3OC=CC3)SC(N2CCN2CCN(CC2)C2=C(C=C(C=C2)OC2CNCC2)F)=O